2-[5-(4-bromophenyl)-1,3,4-oxadiazol-2-yl]-2-methylpropanamide BrC1=CC=C(C=C1)C1=NN=C(O1)C(C(=O)N)(C)C